ICCCC=1C=C2CN(C(C2=CC1)=O)N1C(NC(CC1)=O)=O 1-(5-(3-iodopropyl)-1-oxoisoindolin-2-yl)dihydropyrimidine-2,4(1h,3h)-dione